C1(=CC=CC=C1)C1=NC(=NC(=N1)C1=CC=CC=C1)C1=CC=CC2=C1C1=C(O2)C=CC(=C1)C=1C=C(C=CC1)C1=NC(=NC(=N1)C1=CC=CC=C1)C1=CC=CC=C1 2-[3-[9-(4,6-Diphenyl-1,3,5-triazin-2-yl)-2-dibenzofuranyl]phenyl]-4,6-diphenyl-1,3,5-triazine